(2-(6-((2R,4S)-4-fluoro-2-(5-fluoro-2-methoxypyridin-3-yl)pyrrolidin-1-yl)imidazo[1,2-b]pyridazin-3-yl)pyrimidin-4-yl)ethanol F[C@H]1C[C@@H](N(C1)C=1C=CC=2N(N1)C(=CN2)C2=NC=CC(=N2)C(C)O)C=2C(=NC=C(C2)F)OC